2-(4,5-dichloro-6-oxo-pyridazin-1-yl)-N-[3-[[2-(4-fluorophenyl)-1,1-dimethyl-ethyl]sulfamoyl]-4-methyl-phenyl]propanamide ClC=1C=NN(C(C1Cl)=O)C(C(=O)NC1=CC(=C(C=C1)C)S(NC(CC1=CC=C(C=C1)F)(C)C)(=O)=O)C